1,4,6-tri-O-acetyl-2-deoxy-2-Trifluoroacetylamino-α-D-glucopyranose C(C)(=O)O[C@@H]1[C@@H]([C@@H](O)[C@H](OC(C)=O)[C@H](O1)COC(C)=O)NC(C(F)(F)F)=O